[N+](=O)([O-])C=1C=C(OC2=CC=C(C=C2)C2=CC3=C(C(N(C(O3)=O)CC(=O)O)=O)N=C2)C=CC1 2-{7-[4-(3-nitrophenoxy)phenyl]-2,4-dioxo-2H-pyrido[2,3-e][1,3]oxazin-3(4H)-yl}acetic acid